methyl 4-butyl-3-(4-fluorophenyl)-5-methyl-1-(p-tolyl)-4,5-dihydro-1H-pyrazole-5-carboxylate C(CCC)C1C(=NN(C1(C(=O)OC)C)C1=CC=C(C=C1)C)C1=CC=C(C=C1)F